N-[(4,5-difluoro-1H-benzimidazol-2-yl)methyl]-2-(methylsulfonyl)-7-(trifluoromethyl)imidazo[2,1-f][1,2,4]triazin-4-amine FC1=C(C=CC=2NC(=NC21)CNC2=NC(=NN1C2=NC=C1C(F)(F)F)S(=O)(=O)C)F